C1(CCCCC1)N1CN(CC1=O)C[C@H]1O[C@@H]([C@@H]([C@@H]([C@H]1OC)N1N=NC(=C1)C1=C(C(=C(C=C1)C)F)F)O)CO 3-cyclohexyl-1-(((2R,3R,4S,5R,6R)-4-(4-(2,3-difluoro-4-methylphenyl)-1H-1,2,3-triazol-1-yl)-5-hydroxy-6-(hydroxymethyl)-3-methoxytetrahydro-2H-pyran-2-yl)methyl)imidazolidin-4-one